OC1=CC=C(C=C1)CCC(C)=O 1-(4-hydroxyphenyl)-3-butanone